[1,7]Naphthyridine-4-carboxamide N1=CC=C(C2=CC=NC=C12)C(=O)N